NC=1SC2=C(N1)C=C(C(=C2)NC(=O)NC2=CC=C(C=C2)Cl)Cl 1-(2-amino-5-chlorobenzo[d]thiazol-6-yl)-3-(4-chlorophenyl)urea